ClC1=C(C(=O)N2COC3=C(C2)C=CC=C3C3=CC(=C(C(=O)O)C=C3F)N3C2COCC3CC2)C(=CC(=C1)N1CC2(OCC3(CCC3)CO2)C1)Cl 4-[3-[2,6-Dichloro-4-(6,11-dioxa-9-azadispiro[3.2.37.24]dodecan-9-yl)benzoyl]-2,4-dihydro-1,3-benzoxazin-8-yl]-5-fluoro-2-(3-oxa-8-azabicyclo[3.2.1]octan-8-yl)benzoic acid